N-(4-chlorobenzyl)-1-cyclopropyl-6-fluoro-4-oxo-7-(piperazin-1-yl)-1,4-dihydroquinoline-3-carboxamide ClC1=CC=C(CNC(=O)C2=CN(C3=CC(=C(C=C3C2=O)F)N2CCNCC2)C2CC2)C=C1